tert-butyl (S)-(1-(6-bromo-2-cyclopropyloxazolo[5,4-b]pyridin-5-yl)-2-(3,5-difluorophenyl)ethyl)carbamate BrC=1C=C2C(=NC1[C@H](CC1=CC(=CC(=C1)F)F)NC(OC(C)(C)C)=O)OC(=N2)C2CC2